N-(3-(5-aminopyridin-3-yl)prop-2-yn-1-yl)-2-(2,4-bis(trifluoromethyl)phenyl)-N-(4-fluorophenyl)acetamide NC=1C=C(C=NC1)C#CCN(C(CC1=C(C=C(C=C1)C(F)(F)F)C(F)(F)F)=O)C1=CC=C(C=C1)F